N[C@H]1CN(CCC1)C=1C(=CC(=NC1)C1=CC(=C(C=C1)OC)F)CN1C=NC=2C(=NC=C(C21)Cl)N (R)-1-((5-(3-Aminopiperidin-1-yl)-2-(3-fluoro-4-methoxyphenyl)pyridin-4-yl)methyl)-7-chloro-1H-imidazo[4,5-c]pyridin-4-amin